3-(2-((2,3-dihydro-1H-inden-2-yl)amino)pyrimidin-5-yl)isoxazol-5-amine C1C(CC2=CC=CC=C12)NC1=NC=C(C=N1)C1=NOC(=C1)N